4-(2-((tert-Butoxycarbonyl)amino)-2-methylpropanoyl)piperazine-1-carboxylic acid benzyl ester C(C1=CC=CC=C1)OC(=O)N1CCN(CC1)C(C(C)(C)NC(=O)OC(C)(C)C)=O